C1=CC=CC=2C3=CC=CC=C3C(C12)COC(=O)N(C1(CCCC1)C(=O)O)C 1-[9H-fluoren-9-ylmethoxycarbonyl-(methyl)amino]cyclopentane-1-carboxylic acid